CNC(=O)C1=NC=CC(=C1)OC1=CC2=C(N=C(S2)N[C@H]2[C@@H](CCCC2)O)C=C1 4-[2-((1R-2R)-2-hydroxycyclohexylamino)-benzothiazol-6-yloxyl]-pyridine-2-carboxylic acid methylamide